(6-((5-chloro-2-((2-methoxy-6-(4-(4-methylpiperazin-1-yl)piperidin-1-yl)pyridin-3-yl)amino)pyrimidin-4-yl)amino)quinoxalin-5-yl)dimethylphosphine oxide ClC=1C(=NC(=NC1)NC=1C(=NC(=CC1)N1CCC(CC1)N1CCN(CC1)C)OC)NC=1C(=C2N=CC=NC2=CC1)P(C)(C)=O